C(C)(=O)O[C@H]1[C@@H](O[C@]([C@H]1OCC1=CC=CC=C1)(CC(F)(F)F)COCC1=CC=CC=C1)N1C(NC(C=C1)=O)=O (2R,3R,4S,5R)-4-(benzyloxy)-5-((benzyloxy)methyl)-2-(2,4-dioxo-3,4-dihydropyrimidin-1(2H)-yl)-5-(2,2,2-trifluoroethyl)tetrahydrofuran-3-yl acetate